(S)-N1-(4-(benzylthio)phenyl)-3-phenylpropane-1,2-diamine C(C1=CC=CC=C1)SC1=CC=C(C=C1)NC[C@H](CC1=CC=CC=C1)N